2-(4-(2-(2,6-dimethylpyridin-4-yl)-3-isopropyl-1H-indol-5-yl)piperidin-1-yl)-N-ethyl-N-(2-hydroxyethyl)acetamide phenyl-(2-methylpyrazolo[1,5-a]pyridin-5-yl)carbamate C1(=CC=CC=C1)N(C(O)=O)C1=CC=2N(C=C1)N=C(C2)C.CC2=NC(=CC(=C2)C=2NC1=CC=C(C=C1C2C(C)C)C2CCN(CC2)CC(=O)N(CCO)CC)C